FC(C(=O)O)(CCCCCCC)F 2,2-difluorononanoic acid